(R)-1-(4-(4-((1-(3-(difluoromethyl)-2-fluorophenyl)ethyl)amino)-2-methylpyrido[3,4-d]Pyrimidin-6-yl)-4-(methoxy-d3)Piperidin-1-yl)ethan-1-one FC(C=1C(=C(C=CC1)[C@@H](C)NC=1C2=C(N=C(N1)C)C=NC(=C2)C2(CCN(CC2)C(C)=O)OC([2H])([2H])[2H])F)F